1,1,1,3-tetrafluoro-2-iodo-propane FC(C(CF)I)(F)F